4-chloro-2-((3S,4S)-1-((5-ethyl-2-(trifluoromethoxy)phenyl)sulfonyl)-3-fluoropiperidin-4-yl)-5-((((S)-3-fluorotetrahydro-2H-pyran-3-yl)methyl)amino)pyridazin-3(2H)-one ClC=1C(N(N=CC1NC[C@@]1(COCCC1)F)[C@@H]1[C@H](CN(CC1)S(=O)(=O)C1=C(C=CC(=C1)CC)OC(F)(F)F)F)=O